N1=CN=C(C2=C1CCC2)NC=2C(=NNC2)C(=O)NC2=CC=C(C=C2)C(=O)N2CCOCC2 4-((6,7-dihydro-5H-cyclopenta[d]pyrimidin-4-yl)amino)-N-(4-(morpholine-4-carbonyl)phenyl)-1H-pyrazole-3-carboxamide